2-amino-7-fluoro-3-(hydroxymethyl)-N-((1-methylcyclopropyl)methyl)-N-(6-(trifluoromethyl)-2,3-dihydrobenzofuran-3-yl)quinoline-6-carboxamide NC1=NC2=CC(=C(C=C2C=C1CO)C(=O)N(C1COC2=C1C=CC(=C2)C(F)(F)F)CC2(CC2)C)F